CNC(CN(CCC=O)C)=O N-METHYL-2-[METHYL(3-OXOPROPYL)AMINO]ACETAMIDE